C(CCC(=O)C)(=O)[O-] levulinate